6,7-dichloro-2,3-quinoxalinedione ClC1=CC2=NC(C(N=C2C=C1Cl)=O)=O